C(C)(C)(C)OC(=O)N[C@H]1CCC2=C(C(=C(S2)NC(=O)[C@@H]2[C@@H](C2)F)C(=O)OCC)C1 ethyl (5S)-5-(tert-butoxycarbonylamino)-2-[[(1R,2R)-2-fluorocyclopropanecarbonyl]amino]-4,5,6,7-tetrahydrobenzothiophene-3-carboxylate